[3-[[(E)-(4-fluoro-3-methoxy-phenyl)methyleneamino]-methyl-amino]-1,1-dioxo-1,2-benzothiazol-6-yl]boronic acid FC1=C(C=C(C=C1)\C=N\N(C1=NS(C2=C1C=CC(=C2)B(O)O)(=O)=O)C)OC